C(=O)C=1N(C(=CC1)COC)CCCC(=O)O 4-[2-formyl-5-(methoxymethyl)-1H-pyrrol-1-yl]butyric acid